C(C)N(CCN(CCOC(OC(CCCC(=O)OCCCCCC)CCCC(=O)OCCCCCC)=O)CCOC(OC(CCCC(=O)OCCCCCC)CCCC(OCCCCCC)=O)=O)CC Dihexyl 11-(2-(diethylamino)ethyl)-5,17-bis(4-(hexyloxy)-4-oxobutyl)-7,15-dioxo-6,8,14,16-tetraoxa-11-azahenicosandioate